5-(1-methyl-2-carbonyl-spiro[indolin-3,4'-piperidin]-6-yl)benzamide CN1C(C2(CCNCC2)C2=CC=C(C=C12)C=1C=CC=C(C(=O)N)C1)=C=O